ClC1=C(C=2N=C(N=C(C2C=2N1CCN2)N2C[C@H]1CC[C@@H](C2)N1C(=O)OC(C)(C)C)S(=O)C)F tert-butyl (1R,5S)-3-(5-chloro-6-fluoro-8-(methylsulfinyl)-2,3-dihydroimidazo[1',2':1,2]pyrido[4,3-d]pyrimidin-10-yl)-3,8-diazabicyclo[3.2.1]octane-8-carboxylate